FC1=C(C(=O)N([C@H]2CNCCC2)C=2N=CC3=CC=CC=C3C2)C=CC(=C1)C=1C=NN(C1)C (R)-2-fluoro-N-(isoquinolin-3-yl)-4-(1-methyl-1H-pyrazol-4-yl)-N-(piperidin-3-yl)benzamide